5-(6-bromo-3-methylhex-3-en-1-yl)benzo[d][1,3]dioxol BrCCC=C(CCC1=CC2=C(OCO2)C=C1)C